4-amino-1-(4,4-difluorocyclohexyl)-N-(4-(methoxymethyl)phenyl)-1H-pyrazolo[3,4-d]pyrimidine-3-carboxamide NC1=C2C(=NC=N1)N(N=C2C(=O)NC2=CC=C(C=C2)COC)C2CCC(CC2)(F)F